methyl (S)-2-((2-(4-(2-amino-2-carbonylethyl)-2,6-difluorophenyl)-7-methylimidazo[1,2-a]pyridin-3-yl)methyl)morpholine-4-carboxylate NC(CC1=CC(=C(C(=C1)F)C=1N=C2N(C=CC(=C2)C)C1C[C@H]1CN(CCO1)C(=O)OC)F)=C=O